BrC=1C(=C(OC2CCC(CC2)CC[C@@H](C=O)C)C=CC1)C (S)-4-((1r,4R)-4-(3-bromo-2-methylphenoxy)cyclohexyl)-2-methylbutanal